(Rac)-ethyl-4-(2-ethoxy-2-oxoethyl)-3-(6-morpholino-9H-purin-9-yl)tetrahydrothiophene-3-carboxylate C(C)OC(=O)C1(CSCC1CC(=O)OCC)N1C2=NC=NC(=C2N=C1)N1CCOCC1